F[C@H]1[C@]2(C=C[C@@H](C[C@@H]1N(C1=CC=C(N=N1)C1=C(C=C(C=C1)N1N=NC=C1)O)C)N2)C 2-(6-(((1R,2R,3S,5R)-2-fluoro-1-methyl-8-azabicyclo[3.2.1]oct-6-en-3-yl)(methyl)amino)pyridazin-3-yl)-5-(1H-1,2,3-triazol-1-yl)phenol